C(=O)(O)C=1C(=C(OC2=CC=C(C=C2)OC2=C(C(=CC=C2)C(=O)O)C(=O)O)C=CC1)C(=O)O 1,4-bis(dicarboxyphenoxy)benzene